FC1=CC(=C(C=C1)N1CN(C(C2=CC=C(C=C12)NC)=O)C1=C(NC(C=C1)=O)C)C 1-(4-fluoro-2-methylphenyl)-3-(2-methyl-6-oxo-1,6-dihydropyridin-3-yl)-7-(methylamino)-2,3-dihydroquinazolin-4(1H)-one